CCCCCCCCCCCCCCCCCCCCCCCCCCCCCCCCCCCCCCCCCCCCCCCCCCCCCCCCCCCCCCCCCCCCCCCCCCCCCCCCCCCCCCCCCCCCCCCCCCCCCCC Trihectane